CC1=NNC=2C=CC=C(C12)O 3-Methyl-1H-indazole-4-ol